3-(9H-PURIN-6-YLSULFANYL)PROPANAL N1=CN=C2NC=NC2=C1SCCC=O